C12(CC3CC(CC(C1)C3)C2)NCCCCCCCCC2=C3C(N(C(=NC3=CC=C2)C(F)(F)F)C2C(NC(CC2)=O)=O)=O 3-(5-(8-(((1s,3s)-adamantan-1-yl)amino)octyl)-4-oxo-2-(trifluoromethyl)quinazoline-3(4H)-yl)piperidine-2,6-dione